[6-[4-chloro-2-[2-methyl-5-[(3R)-oxolan-3-yl]pyrazol-3-yl]oxyphenyl]pyridin-3-yl]methanamine ClC1=CC(=C(C=C1)C1=CC=C(C=N1)CN)OC=1N(N=C(C1)[C@@H]1COCC1)C